N1C=NC2=C1C=C(C=C2)/N=N/C2=CC=C(C=C2)O (E)-4-((1H-benzo[d]imidazol-6-yl)diazenyl)phenol